COC(CCC)=O.C(C)OC(C(COS(=O)(=O)ON1[C@@H]2CC[C@H](N(C1=O)C2)C(=O)N)(C)C)=O ((2S,5R)-6-(((3-ethoxy-2,2-dimethyl-3-oxopropoxy)sulfonyl)oxy)-7-oxo-1,6-diazabicyclo[3.2.1]octane-2-carboxamide) methyl-butanoate